FC1=C(C(=C(C(=C1[B-](C1=C(C(=C(C(=C1F)F)F)F)F)(C1=C(C(=C(C(=C1F)F)F)F)F)C1=C(C(=C(C(=C1F)F)F)F)F)F)F)F)F.C(CCCCCCCCCCCCC)[NH+](C1=CC=CC=C1)CCCCCCCCCCCCCC N,N-ditetradecylanilinium tetrakis(pentafluorophenyl)borate